FC=1C=CC=C2C(=CN=CC12)N1N=CC(=C1C(F)(F)F)C(=O)O 1-(8-Fluoroisoquinolin-4-yl)-5-(trifluoromethyl)-1H-pyrazole-4-carboxylic acid